tert-butyl ((S)-2'-(((2R,7aS)-2-fluorotetrahydro-1H-pyrrolizin-7a(5H)-yl)methoxy)-4'-hydroxy-3,4,5',8'-tetrahydro-2H-spiro[naphthalene-1,7'-pyrano[4,3-d]pyrimidin]-7-yl)carbamate F[C@@H]1C[C@@]2(CCCN2C1)COC=1N=C(C2=C(N1)C[C@@]1(OC2)CCCC2=CC=C(C=C21)NC(OC(C)(C)C)=O)O